(R)-2-((6-((R)-3-(aminomethyl)-3-hydroxypyrrolidin-1-yl)-3,5-dicyano-4-ethylpyridin-2-yl)sulfanyl)-2-phenylacetamide hydrochloride Cl.NC[C@]1(CN(CC1)C1=C(C(=C(C(=N1)S[C@@H](C(=O)N)C1=CC=CC=C1)C#N)CC)C#N)O